C(C)(C)(C)OC(=O)C1=CC=C(C=C1)C=1C=C2C(=CC=NC2=CC1)C(=O)O 6-(4-(tert-butoxycarbonyl)phenyl)quinoline-4-carboxylic acid